2-fluoro-5-(4-(3-(8-fluoro-5-methyl-1-oxo-1,2-dihydroisoquinolin-3-yl)propanoyl)piperazin-1-yl)benzonitrile FC1=C(C#N)C=C(C=C1)N1CCN(CC1)C(CCC=1NC(C2=C(C=CC(=C2C1)C)F)=O)=O